(3,4,5-trichlorophenyl)hydrazine ClC=1C=C(C=C(C1Cl)Cl)NN